DL-α-amino-epsilon-caprolactam nitrate [N+](=O)(O)[O-].N[C@H]1C(=O)NCCCC1 |r|